NC=1N=CC2=C(N1)NC=C2C2OC1=C(C(NC2)=O)C=CC=C1 (2-amino-7H-pyrrolo[2,3-d]pyrimidin-5-yl)-3,4-dihydrobenzo[f][1,4]oxazepin-5(2H)-one